NC1=CC(=NN1C(C)(C)C)[C@H]1C[C@H](CC1)N(C([O-])=O)C1(CC1)C (1S,3R)-3-(5-amino-1-(tert-butyl)-1H-pyrazol-3-yl)cyclopentyl(1-methylcyclopropyl)carbamate